Tin acetate C(C)(=O)[O-].[Sn+4].C(C)(=O)[O-].C(C)(=O)[O-].C(C)(=O)[O-]